2-(4-((1-(2-(2,6-dioxopiperidin-3-yl)-1,3-dioxoisoindolin-5-yl)azetidin-3-yl)ethynyl)-1H-pyrazol-1-yl)-N-(2-hydroxy-4-(trifluoromethyl)phenyl)-2-methylpropanamide O=C1NC(CCC1N1C(C2=CC=C(C=C2C1=O)N1CC(C1)C#CC=1C=NN(C1)C(C(=O)NC1=C(C=C(C=C1)C(F)(F)F)O)(C)C)=O)=O